NC=1C(=NC=CC1)NC(OC(C)(C)C)=O tert-Butyl (3-aminopyridin-2-yl)carbamate